3-amino-6-(4-methoxybenzyl)-5,6-dihydropyrazolo[1,5-c]pyrimidin-7(4H)-one NC=1C=NN2C(N(CCC21)CC2=CC=C(C=C2)OC)=O